FC1=C(C=CC(=C1)F)C(CC1=NC(=NC(=N1)N[C@@H](CO)CC(C)C)NS(=O)(=O)C)C N-(4-(2-(2,4-difluorophenyl)propyl)-6-(((R)-1-hydroxy-4-methylpentan-2-yl)amino)-1,3,5-triazin-2-yl)methanesulfonamide